(R)-1-acetyl-4-(5-(benzyloxy)-1H-indole-2-carbonyl)piperazine-2-carboxylic acid (3S,5R)-1-cyano-5-methylpyrrolidin-3-yl ester C(#N)N1C[C@H](C[C@H]1C)OC(=O)[C@@H]1N(CCN(C1)C(=O)C=1NC2=CC=C(C=C2C1)OCC1=CC=CC=C1)C(C)=O